4-(5-(2,6-dimethylphenoxy)-1-methyl-2-oxo-1,2-dihydropyridin-4-yl)-6-methyl-1-tosyl-2-(5-(trifluoromethyl)-1H-imidazol-2-yl)-1,6-dihydro-7H-pyrrolo[2,3-c]pyridin-7-one CC1=C(OC=2C(=CC(N(C2)C)=O)C=2C3=C(C(N(C2)C)=O)N(C(=C3)C=3NC(=CN3)C(F)(F)F)S(=O)(=O)C3=CC=C(C)C=C3)C(=CC=C1)C